CC1=CC=C(C=C1)S(=O)(=O)OC(C)C Isopropyl p-Toluenesulfonate